prop-2-enyl-1H-tetrazole tert-butyl-(R)-3-(isopropylamino)-3-methylpyrrolidine-1-carboxylate C(C)(C)(C)OC(=O)N1C[C@](CC1)(C)NC(C)C.C(C=C)N1N=NN=C1